4-bromo-1-hydroxy-N,N-dimethyl-2-naphthamide BrC1=CC(=C(C2=CC=CC=C12)O)C(=O)N(C)C